(S)-N-methyl-N-(2,2,2-trifluoro-1-(4-((4-propyl-1,5-naphthyridin-3-yl)amino)phenyl)ethyl)tetrahydro-2H-thiopyran-4-carboxamide 1,1-dioxide CN(C(=O)C1CCS(CC1)(=O)=O)[C@H](C(F)(F)F)C1=CC=C(C=C1)NC=1C=NC2=CC=CN=C2C1CCC